COC1=C(C=CC=C1C=1C=NN(C1)[C@@H]1COCCC1)C1=NN(C2=CN=C(C=C21)NC(=O)C2CC2)C (S)-N-(3-(2-methoxy-3-(1-(tetrahydro-2H-pyran-3-yl)-1H-pyrazol-4-yl)phenyl)-1-methyl-1H-pyrazolo[3,4-c]pyridin-5-yl)cyclopropanecarboxamide